N-(3-isoPropoxy-4-(4-methylpiperazin-1-yl)phenyl)-7-((tetrahydro-2H-pyran-4-yl)methyl)-7H-pyrrolo[2,3-d]pyrimidin-2-amine C(C)(C)OC=1C=C(C=CC1N1CCN(CC1)C)NC=1N=CC2=C(N1)N(C=C2)CC2CCOCC2